CC1=CC=C(C=C1)C1=CC=CC=C1.[Li].[Li] dilithium 4-methyl-1,1'-biphenyl